2'-chloro-2-(3,5-dimethoxyphenoxy)-3,4'-bipyridine ClC1=NC=CC(=C1)C=1C(=NC=CC1)OC1=CC(=CC(=C1)OC)OC